CS(=O)(=O)N1CCC(CC1)C1=CN=CC(=N1)C1=CC(=CS1)NC(CCCC)=O N-(5-(6-(1-(methylsulfonyl)piperidin-4-yl)pyrazin-2-yl)thiophen-3-yl)pentanamide